C(C(\C=C/CCCCCCCCCCCC)C(=O)O)C(=O)O cis-3-hexadecene-1,2-dicarboxylic acid